8-bromo-N-[(4-methoxyphenyl)methyl]-N-({1-[(4-methoxyphenyl)methyl]-1H-benzimidazol-2-yl}methyl)-2-(4-methylpiperazin-1-yl)pyrazolo[1,5-a][1,3,5]triazin-4-amine BrC=1C=NN2C1N=C(N=C2N(CC2=NC1=C(N2CC2=CC=C(C=C2)OC)C=CC=C1)CC1=CC=C(C=C1)OC)N1CCN(CC1)C